ClC1=CC=C(C=C1)NC=1C=C(C=NC1)C1=CC(=C(C(=O)O)C=C1)O 4-(5-((4-chlorophenyl)amino)pyridine-3-yl)-2-hydroxybenzoic acid